1-((1-benzyl-1H-tetrazol-5-yl)(4-(trifluoromethyl)phenyl)methyl)-4-cyclohexylpiperazine C(C1=CC=CC=C1)N1N=NN=C1C(N1CCN(CC1)C1CCCCC1)C1=CC=C(C=C1)C(F)(F)F